6-oxo-4-(1,1,2,2-tetrafluoroethyl)-1,6-dihydropyrimidin O=C1C=C(N=CN1)C(C(F)F)(F)F